7,7-dibromo-6-chlorohept-6-en-1-yl 4-methylbenzenesulfonate CC1=CC=C(C=C1)S(=O)(=O)OCCCCCC(=C(Br)Br)Cl